FC(C(=O)O)(F)F.ClC1=CC=C(C=C1)C=1C=NN(C1)[C@@H]1CC[C@H](CC1)N trans-4-(4-(4-chlorophenyl)-1H-pyrazol-1-yl)cyclohexan-1-amine 2,2,2-trifluoroacetate